5-(3-((4-((2-amino-3-chloropyridin-4-yl)oxy)-3-fluorophenyl)carbamoyl)-4-ethoxy-2-oxopyridin-1(2H)-yl)-2-fluorobenzyl dihydrogen phosphate P(=O)(OCC1=C(C=CC(=C1)N1C(C(=C(C=C1)OCC)C(NC1=CC(=C(C=C1)OC1=C(C(=NC=C1)N)Cl)F)=O)=O)F)(O)O